ClC1=CC=C(C=C1)[C@H](CC1=NOC(=N1)CN1C(N(C=C(C1=O)C=1C=NNC1)C)=O)O 3-({3-[(2S)-2-(4-chlorophenyl)-2-hydroxyethyl]-1,2,4-oxadiazol-5-yl}methyl)-1-methyl-5-(1H-pyrazol-4-yl)-1,2,3,4-tetrahydropyrimidine-2,4-dione